ClC1=C(C=CC=C1)[C@H](C)NC=1C=2N(C(=CN1)C(=O)N[C@H](C)\C=C\S(=O)(=O)C)N=CC2 4-(((S)-1-(2-chlorophenyl)ethyl)amino)-N-((R,E)-4-(methylsulfonyl)but-3-en-2-yl)pyrazolo[1,5-a]pyrazine-7-carboxamide